ClC=1C=C2C(N(C(=NC2=C(C1)C(C)NC1=C(C(=O)O)C=CC=C1)N1CCC(CC1)(C)C)C)=O ((1-(6-chloro-2-(4,4-dimethylpiperidin-1-yl)-3-methyl-4-oxo-3,4-dihydroquinazolin-8-yl)ethyl)amino)benzoic acid